ON1N=NC2=C1C=CC=C2 1-hydroxy-1H-benzotriazol